(trimethyl-siloxy)silane C[Si](O[SiH3])(C)C